C(C)(C)(C)OC(CN=C(C1=CC=CC=C1)C1=CC=CC=C1)=O diphenylmethylene-glycine tert-butyl ester